2-(trimethylsilyl)ethyl (2R)-5-(benzyloxy)-2-(hydroxymethyl)azepane-1-carboxylate C(C1=CC=CC=C1)OC1CC[C@@H](N(CC1)C(=O)OCC[Si](C)(C)C)CO